C(#N)C1=CC(=C(COC2=CC=CC(=N2)C2CCN(CC2)CC2=NC3=CC=C(C=4OCCN2C34)C(=O)O)C=C1)F 2-((4-(6-((4-Cyano-2-fluorobenzyl)oxy)pyridin-2-yl)piperidin-1-yl)methyl)-3,4-dihydro-5-oxa-1,2a-diazaacenaphthylene-6-carboxylic acid